5-(3-bromobenzyl)pyridin-2-amine BrC=1C=C(CC=2C=CC(=NC2)N)C=CC1